N-hydroxy-2-(((2-(6-methoxypyridin-3-yl)-4-morpholinothieno[3,2-d]pyrimidin-6-yl)methyl)(methyl)amino)pyrimidine-5-carboxamide Choline Salt OCC[N+](C)(C)C.ONC(=O)C=1C=NC(=NC1)N(C)CC1=CC=2N=C(N=C(C2S1)N1CCOCC1)C=1C=NC(=CC1)OC